CC(CCC(C1=CC=C(C=C1)O)C1=CC=C(C=C1)O)CCCC 4,4'-(4-methyloctylidene)diphenol